FC(COC1=CC=C(C=N1)NC(OC[C@@H]1OC2=C(C1)C1=C(N=C(S1)C1=C3N=CC(=NC3=CC(=C1)C)OC)C=C2F)=O)(CO)F (R)-(5-fluoro-2-(2-methoxy-7-methylquinoxalin-5-yl)-7,8-dihydrobenzofuro[5,4-d]thiazol-7-yl)methyl (6-(2,2-difluoro-3-hydroxypropoxy)pyridin-3-yl)carbamate